SCCN1C(N(C2C1N(C(N2CCS)=O)CCS)CCS)=O 1,3,4,6-tetra(2-sulfanylethyl)tetrahydroimidazo[4,5-d]imidazole-2,5(1H,3H)-dione